C(C1CO1)OCC(C)(COCC1CO1)COCC1CO1 1,1,1-tris(glycidyloxymethyl)ethane